(S)-1-(3-aminopyrrolidine-1-yl)propan-1-one N[C@@H]1CN(CC1)C(CC)=O